1-(4-(tert-butyl)phenyl)-5-hydroxy-2-methyl-1H-indole-3-carboxylic acid ethyl ester C(C)OC(=O)C1=C(N(C2=CC=C(C=C12)O)C1=CC=C(C=C1)C(C)(C)C)C